O=C1NC(CCC1N1C(C2=CC=CC(=C2C1=O)CNC(CC)=O)=O)=O N-{(2-(2,6-dioxo(3-piperidinyl))-1,3-dioxoisoindolin-4-yl)methyl}propionamide